ClC1=CC=C(CN2C(N3C(C4=C2C=C(C=N4)N4CC2(COC2)C4)=NC(=C3)CC(C)C)=O)C=C1 6-(4-chlorobenzyl)-2-(2-methylpropyl)-8-(2-oxa-6-azaspiro[3.3]heptan-6-yl)imidazo[1,2-c]pyrido[2,3-e]pyrimidin-5(6H)-one